8-[6-(1,3,4-thiadiazol-2-yl)pyrazin-2-yl]-2-[4-(trifluoromethyl)pyridin-2-yl]-2,8-diazaspiro[4.5]decane S1C(=NN=C1)C1=CN=CC(=N1)N1CCC2(CCN(C2)C2=NC=CC(=C2)C(F)(F)F)CC1